COC=1C=C(C=CC1OC)CC(=NO)C1=CC(=C(C(=C1)OC)OC)OC (3,4-dimethoxyphenyl)-1-(3,4,5-trimethoxyphenyl)ethane-1-one oxime